1-(6-isopropylpyridin-2-yl)ethan-1-one C(C)(C)C1=CC=CC(=N1)C(C)=O